3-(5-amino-4-chloro-2-methyl-3-pyridyl)-N-methyl-1,6-naphthyridin-7-amine NC=1C(=C(C(=NC1)C)C=1C=NC2=CC(=NC=C2C1)NC)Cl